FCC12N(C=3C(=NN=CC3)N(C1)C(=O)[O-])CCN(C2)C(=O)[O-] 6a-(fluoromethyl)-6a,7,9,10-tetrahydro-5H-pyrazino[1',2':4,5]pyrazino[2,3-c]pyridazine-5,8(6H)-dicarboxylate